(3aR,4S,6aS)-4-(2,2-dimethyl-1,3-dioxolan-4-yl)-2,2-dimethyltetrahydrothieno[3,4-d][1,3]dioxole CC1(OCC(O1)[C@@H]1SC[C@H]2OC(O[C@H]21)(C)C)C